8-(4-(difluoromethoxy)phenyl)-2-ethoxy-6-(quinolin-6-yl)pyrido[2,3-d]pyrimidin-7(8H)-one FC(OC1=CC=C(C=C1)N1C(C(=CC2=C1N=C(N=C2)OCC)C=2C=C1C=CC=NC1=CC2)=O)F